BrC1=NC(=NC=C1F)N1CCC(CC1)C(=O)OC Methyl 1-(4-bromo-5-fluoro-pyrimidin-2-yl)piperidine-4-carboxylate